5-chloro-6-(triazolyl)pyridin-3-amine ClC=1C=C(C=NC1C=1N=NNC1)N